O1N=CC=C1C1=CC=CC(=N1)C(=O)NC1CCC(CC1)OC 6-(isoxazol-5-yl)-N-((1r,4r)-4-methoxycyclohexyl)pyridinecarboxamide